B(OCC(C)(C)C)OB[O-] neopentyl diboronate